bis[(isopropoxycarbonyl)oxy]methoxyphosphinic acid C(C)(C)OC(=O)OC(OP(O)=O)OC(=O)OC(C)C